[(1S)-2-[(3R)-2,3-dihydro-1-benzofuran-3-yl]-1-{[(1R,2S,4S)-7-oxabicyclo[2.2.1]heptan-2-yl]formamido}ethyl]boronic acid O1C[C@@H](C2=C1C=CC=C2)C[C@@H](NC(=O)[C@@H]2[C@H]1CC[C@@H](C2)O1)B(O)O